tert-butyl 4-iodopiperidine-1-carboxylate IC1CCN(CC1)C(=O)OC(C)(C)C